1-[3-cyclopropyl-5-(isobutylsulfamoyl)-7,8-dihydro-6H-cyclopenta[g]Isoquinolin-7-yl]-3-(cyclopropylmethyl)thiourea C1(CC1)C=1N=CC2=CC3=C(C(=C2C1)S(NCC(C)C)(=O)=O)CC(C3)NC(=S)NCC3CC3